(S)-2-((2-(4-chlorophenyl)propyl)amino)-1-(1H-indol-3-yl)-2-phenylethan-1-one ClC1=CC=C(C=C1)C(CN[C@H](C(=O)C1=CNC2=CC=CC=C12)C1=CC=CC=C1)C